ethyl 2-({6-[(1,3-benzothiazol-2-yl)amino]-4-(propan-2-yl)pyridazin-3-yl}amino)-1,3-thiazole-4-carboxylate S1C(=NC2=C1C=CC=C2)NC2=CC(=C(N=N2)NC=2SC=C(N2)C(=O)OCC)C(C)C